C(C)OCCOCCOC1=CC=C(C=C1)CCC[C@H](C(=O)OC)OS(=O)(=O)C methyl (2R)-5-{4-[2-(2-ethoxyethoxy) ethoxy]phenyl}-2-[(methanesulfonyl)oxy]pentanoate